8-(((tert-butyldimethylsilyl)oxy)methyl)-9-fluoro-3,5-dimethyl-1H-pyrrolo[1,2,3-de]quinoxalin-2(3H)-one [Si](C)(C)(C(C)(C)C)OCC=1C=C2C=3N(C(C(NC3C1F)=O)C)C(=C2)C